(R)-8-cyclopentyl-2-{{1-[2-(3,5-dimethylpiperazin-1-yl)acetyl]-6-methoxy-1,2,3,4-tetrahydroquinolin-7-yl}amino}-7-ethyl-5-methyl-7,8-dihydropterin C1(CCCC1)N1C(CN(C=2C(N[C@](NC12)(N)NC1=C(C=C2CCCN(C2=C1)C(CN1CC(NC(C1)C)C)=O)OC)=O)C)CC